3-{4-[(2,3-dimethylphenyl)oxy]phenyl}-5,5-dimethyl-2,4-imidazolidinedione CC1=C(C=CC=C1C)OC1=CC=C(C=C1)N1C(NC(C1=O)(C)C)=O